2-(trimethoxysilyl)ethylsuccinic anhydride CO[Si](CCC1C(=O)OC(C1)=O)(OC)OC